ethyl 3,3-dimethyl-2,4-dioxobutyrate CC(C(C(=O)OCC)=O)(C=O)C